(S)-2-((10-cyano-2-((S)-4-(difluoromethyl)-2-carbonyloxazolidin-3-yl)-5,6-dihydrobenzo[f]imidazo[1,2-d][1,4]oxazepin-9-yl)amino)propionamide C(#N)C=1C(=CC2=C(C=3N(CCO2)C=C(N3)N3C(OC[C@H]3C(F)F)=C=O)C1)N[C@H](C(=O)N)C